[C@H]12CN(C[C@@H]2C1C(=O)[O-])C(=O)[O-] (1R,5S,6r)-3-azabicyclo[3.1.0]hexane-3,6-dicarboxylate